2-(3-(1-(3-(3-((4-methyl-1H-indol-5-yl)oxy)phenyl)-1H-pyrazol-1-yl)ethyl)phenyl)acetic acid CC1=C2C=CNC2=CC=C1OC=1C=C(C=CC1)C1=NN(C=C1)C(C)C=1C=C(C=CC1)CC(=O)O